NCCNC(=O)C1=C(C(=C(S1)NC(C(CC)C1=CC(=CC=C1)C(F)(F)F)=O)C(=O)OC)C methyl 5-((2-aminoethyl)carbamoyl)-4-methyl-2-(2-(3-(trifluoromethyl)phenyl)butanamido)thiophene-3-carboxylate